ClC1=CC(=CC2=C1N=C(S2)C2=C1N=CC(=NC1=CC(=C2)C)OC)OCCNS(=O)(=O)C2=CC=C(C=C2)F N-(2-((4-chloro-2-(2-methoxy-7-methylquinoxalin-5-yl)benzo[d]thiazol-6-yl)oxy)ethyl)-4-fluorobenzenesulfonamide